6-[4-amino-5-(trifluoromethyl)pyrimidin-2-yl]-2-[(4R)-6-(difluoromethoxy)-4-[[6-oxo-5-(trifluoromethyl)-1H-pyridazin-4-yl]amino]hexyl]-7-fluoro-isoquinolin-1-one NC1=NC(=NC=C1C(F)(F)F)C=1C=C2C=CN(C(C2=CC1F)=O)CCC[C@H](CCOC(F)F)NC=1C=NNC(C1C(F)(F)F)=O